1-bromo-4-((4-fluorophenyl)sulfonyl)benzene BrC1=CC=C(C=C1)S(=O)(=O)C1=CC=C(C=C1)F